6-(6-((1R,4R)-5-(azetidine-3-carbonyl)-2,5-diazabicyclo[2.2.1]heptan-2-yl)pyridin-3-yl)-methoxypyrazolo[1,5-a]pyridine-3-carbonitrile N1CC(C1)C(=O)N1[C@H]2CN([C@@H](C1)C2)C2=CC=C(C=N2)C=2C=CC=1N(C2)N=C(C1C#N)OC